4-Methyl-2-[[4-[[[4-(methylsulfonyl)phenyl]methyl]amino]-6-[[3-(2-oxo-1-pyrrolidinyl)propyl]amino]-2-pyrimidinyl]amino]-5-thiazolecarboxylic acid ethyl ester C(C)OC(=O)C1=C(N=C(S1)NC1=NC(=CC(=N1)NCC1=CC=C(C=C1)S(=O)(=O)C)NCCCN1C(CCC1)=O)C